(S)-3-(tert-butoxycarbonyl)-9-formyl-1,2,3,4,4a,5-hexahydrobenzo[b]pyrazino[1,2-d][1,4]oxazine-8-carboxylic acid C(C)(C)(C)OC(=O)N1C[C@@H]2N(C3=C(OC2)C=C(C(=C3)C=O)C(=O)O)CC1